sec-butyl butenoate C(C=CC)(=O)OC(C)CC